N-(5-(3-(7-(3-fluorophenyl)-3H-imidazo[4,5-C]pyridin-2-yl)-1-trityl-1H-indazol-5-yl)pyridin-3-yl)-3-methylbutanamide FC=1C=C(C=CC1)C=1C2=C(C=NC1)NC(=N2)C2=NN(C1=CC=C(C=C21)C=2C=C(C=NC2)NC(CC(C)C)=O)C(C2=CC=CC=C2)(C2=CC=CC=C2)C2=CC=CC=C2